COC1=C(C=CC=C1)N1N=C(N=N1)C1=CN=C(S1)NC1=CC(=CC(=N1)N[C@@H]1CN(CCC1)C(C=C)=O)CN1CCOCC1 (S)-1-(3-((6-((5-(2-(2-methoxyphenyl)-2H-tetrazol-5-yl)thiazol-2-yl)amino)-4-(morpholinomethyl)pyridin-2-yl)amino)piperidin-1-yl)prop-2-en-1-one